2-((6-chloro-2-(trifluoromethyl)-1,4-dihydropyridin-3-yl)sulfonyl)-6-(tetrahydro-2H-pyran-4-yl)-2,6-diazaspiro[3.3]heptane ClC1=CCC(=C(N1)C(F)(F)F)S(=O)(=O)N1CC2(C1)CN(C2)C2CCOCC2